5,6,7,8-tetrahydro-1,8-naphthyridine-2-pentanoic acid N1=C(C=CC=2CCCNC12)CCCCC(=O)O